NC1=NC=CC=2N1C(=NC2CCOCC)C2=CC=C(C=C2)NC(C2=C(C=CC(=C2)F)OC)=O N-(4-(5-amino-1-(2-ethoxyethyl)imidazo[1,5-c]pyrimidin-3-yl)phenyl)-5-fluoro-2-methoxybenzamide